2-Chloro-4-[[5-fluoro-6-[1-isopropyl-4-(trifluoromethyl)imidazol-2-yl]-3-pyridyl]methoxy]-5-methoxy-pyrimidine ClC1=NC=C(C(=N1)OCC=1C=NC(=C(C1)F)C=1N(C=C(N1)C(F)(F)F)C(C)C)OC